4-chloro-3-methyl-1h-pyrazol ClC=1C(=NNC1)C